C(CC)OC(NC1=C(C=C(C=C1)N(C)CC1=CC2=C(S1)C=CC=C2)OC)=O [4-(Benzo[b]thiophen-2-ylmethyl-(methyl)amino)-2-methoxy-phenyl]-carbamic acid propyl ester